6-[2,2-bis(fluoranyl)-5-azaspiro[2.5]octan-5-yl]-2,6-di(methyl)-3,5,7,8-tetrahydroquinazolin-4-one FC1(CC12CN(CCC2)C2(CC=1C(NC(=NC1CC2)C)=O)C)F